C(C)OC(=O)[C@@H]1CN(CCC1)C(C(C)OC1=CC=C2C(=CC(OC2=C1)=O)C1=C(C=C(C=C1)F)Cl)=O (3S)-1-(2-((4-(2-chloro-4-fluorophenyl)-2-oxo-2H-chromen-7-yl)oxy)propionyl)piperidine-3-carboxylic acid ethyl ester